(±)-trans-piperidone N1C(CCCC1)=O